1-(2-((1S,3aS,3bR,6aS,8R,10aS,10bR,12aS)-8-hydroxy-8,12a-dimethyloctadecahydrobenzo[3,4]cyclohepta[1,2-e]inden-1-yl)-2-oxoethyl)-1H-pyrazole-4-carbonitrile O[C@]1(C[C@H]2[C@@H]([C@@H]3[C@H]([C@@H]4CC[C@@H]([C@]4(CC3)C)C(CN3N=CC(=C3)C#N)=O)CCC2)CC1)C